COC1=NC=C(C=N1)C12OCC(CC1)(CC2)CO (1-(2-methoxypyrimidin-5-yl)-2-oxabicyclo[2.2.2]octan-4-yl)methanol